N1(CCNCC1)C=1C=CC(=NC1)C(=O)NC1COCC1 5-(piperazin-1-yl)-N-(tetrahydrofuran-3-yl)picolinamide